6,7-difluoro-4-oxo-1-phenylquinoline-3-carboxylic acid FC=1C=C2C(C(=CN(C2=CC1F)C1=CC=CC=C1)C(=O)O)=O